1-(2-bromo-phenyl)-naphthalene BrC1=C(C=CC=C1)C1=CC=CC2=CC=CC=C12